[C@@H]1(CCCC2=CC=CC=C12)NC=1C2=C(N=CN1)C=CC(=N2)O 4-[[(1S)-Tetralin-1-yl]amino]pyrido[3,2-d]pyrimidin-6-ol